C(=O)C=1C=C(C(=O)OCC#N)C=CC1 Cyanomethyl 3-formylbenzoate